(S)-4-(2-(1-ethyl-3-(trifluoromethyl)-1H-pyrazol-4-yl)-3-fluorophenyl)-6-((E)-4-(((S)-tetrahydrofuran-3-yl)amino)but-2-enoyl)-4,5,6,7-tetrahydrothieno[2,3-c]pyridine-2-carbonitrile C(C)N1N=C(C(=C1)C1=C(C=CC=C1F)[C@H]1C2=C(CN(C1)C(\C=C\CN[C@@H]1COCC1)=O)SC(=C2)C#N)C(F)(F)F